methyl tricosylate C(CCCCCCCCCCCCCCCCCCCCCC)(=O)OC